NC1=CC=C(C=C1)N=C=NC1=CC=C(C=C1)N N,N'-bis(p-aminophenyl)carbodiimide